C(C)(C)(C)OC(=O)N1CC(CC1)(C(=O)OC(C)(C)C)C1=C(C(=C(C=C1)N)N(CC1=CC=CC=C1)CC1=CC=CC=C1)F 3-[4-amino-3-(dibenzylamino)-2-fluorophenyl]pyrrolidine-1,3-dicarboxylic acid di-tert-butyl ester